(E)-1,3-diethyl-8-(2-(2-methoxypyrimidin-5-yl)vinyl)-7-methyl-1H-purine-2,6(3H,7H)-dione C(C)N1C(N(C=2N=C(N(C2C1=O)C)\C=C\C=1C=NC(=NC1)OC)CC)=O